C1C=C(C=CC1C2=CC=C(C=C2)O)O dihydro-dihydroxybiphenyl